2-(4-Methoxyphenyl)quinazolin COC1=CC=C(C=C1)C1=NC2=CC=CC=C2C=N1